ethyl (R,Z)-3-((3-butyl-5-(cyclohexylmethyl)-2-methyl-7-(methylthio)-1,1-dioxido-2,3,4,5-tetrahydrobenzo[f][1,2,5]thiadiazepin-8-yl)oxy)-2-fluoroacrylate C(CCC)[C@H]1N(S(C2=C(N(C1)CC1CCCCC1)C=C(C(=C2)O\C=C(\C(=O)OCC)/F)SC)(=O)=O)C